tert-butyl N-[rac-(1S,2S,4R)-7-[[3-chloro-2-(4-fluoro-1-piperidyl)phenyl]methyl]-7-azabicyclo[2.2.1]heptan-2-yl]carbamate ClC=1C(=C(C=CC1)CN1[C@@H]2[C@H](C[C@H]1CC2)NC(OC(C)(C)C)=O)N2CCC(CC2)F |r|